di-tert-butyl N,N-diethylphosphoramidite CCN(CC)P(OC(C)(C)C)OC(C)(C)C